C(C)OC(=O)C=1C=C(C2=C(SC(=C2CCO[Si](C2=CC=CC=C2)(C2=CC=CC=C2)C(C)(C)C)Br)C1)O.C1(=C(C(=CC(=C1)C)C)/C=C/C(=O)C1=CC2=CC=CC=C2C=C1)C (E)-3-mesityl-1-(naphthalen-2-yl)prop-2-en-1-one ethyl-2-bromo-3-(2-((tert-butyldiphenylsilyl)oxy)ethyl)-4-hydroxybenzo[b]thiophene-6-carboxylate